FC=1C=C2C(=NC1)NC=C2C2=NC(=CC(=N2)N[C@H]2C[C@H](CCC2)NC(=O)C=2N=CN(C2)C)C2=CC=CC=C2 |r| (+/-)-cis-N-(3-((2-(5-fluoro-1H-pyrrolo[2,3-b]pyridin-3-yl)-6-phenylpyrimidin-4-yl)amino)cyclohexyl)-1-methyl-1H-imidazole-4-carboxamide